2-[3'-tert-Butyl-2'-hydroxy-5'-(3''-methacryloyloxy-propoxy)phenyl]-5-chlorobenzotriazole C(C)(C)(C)C=1C(=C(C=C(C1)OCCCOC(C(=C)C)=O)N1N=C2C(=N1)C=CC(=C2)Cl)O